tert-butyl 4-(7H-pyrrolo[2,3-d]pyrimidine-4-yl)-1,4-diazacycloheptane-1-carboxylate N1=CN=C(C2=C1NC=C2)N2CCN(CCC2)C(=O)OC(C)(C)C